ClC1=C(C=CC(=C1)O)NC(=O)NC1=CC=C(C=C1)OC(F)(F)F 1-(2-chloro-4-hydroxyphenyl)-3-(4-(trifluoromethoxy)phenyl)urea